CN(C=1C=C(C=CC1)N1C[C@@H](N(C[C@H]1C)C1=CC(N(C=2C=CC(=NC12)C#N)C)=O)C)C 8-((2s,5r)-4-(3-(dimethylamino)phenyl)-2,5-dimethylpiperazin-1-yl)-5-methyl-6-oxo-5,6-dihydro-1,5-naphthyridine-2-carbonitrile